4-butyl-3-(4-fluorophenyl)-5-methyl-1-phenyl-N-(3-(piperidin-1-yl)propyl)-4,5-dihydro-1H-pyrazole-5-carboxamide C(CCC)C1C(=NN(C1(C(=O)NCCCN1CCCCC1)C)C1=CC=CC=C1)C1=CC=C(C=C1)F